F[C@H]1C[C@H](N(C1)C)COC=1N=C(C2=C(N1)CC(OC2)C2=CC=CC1=CC=CC(=C21)C)N2C[C@@H](N(CC2)C(C(=C)F)=O)CC#N 2-((2S)-4-(2-(((2S,4S)-4-fluoro-1-methylpyrrolidin-2-yl)methoxy)-7-(8-methylnaphthalen-1-yl)-7,8-dihydro-5H-pyrano[4,3-d]pyrimidin-4-yl)-1-(2-fluoroacryloyl)piperazin-2-yl)acetonitrile